(N,N-dimethylamino)titanium CN(C)[Ti]